FC1(C(CC1)C=1C=C(C#N)C=CC1)F 3-(2,2-difluorocyclobutyl)benzonitrile